BrC=1C=C(C=CC1)C=C 1-(3-bromophenyl)ethylene